COC1=NC(=NN2C1=C(C=C2)C=2C=C1N=CC=NC1=CC2)N[C@H]2CC[C@H](CC2)OCCO 2-((cis-4-((4-Methoxy-5-(quinoxalin-6-yl)pyrrolo[2,1-f][1,2,4]triazin-2-yl)amino)cyclohexyl)oxy)ethan-1-ol